FC1=C(C(=C2C=CN(C2=C1)S(=O)(=O)C1=CC=C(C)C=C1)SC)OC1=CC(=C(C=C1)F)C1=NNC=C1 6-fluoro-5-(4-fluoro-3-(1H-pyrazol-3-yl)phenoxy)-4-(methylsulfanyl)-1-tosyl-1H-indole